3-(4-chlorophenyl)-1-{2-[3-(dimethylamino)phenyl]ethyl}urea ClC1=CC=C(C=C1)NC(NCCC1=CC(=CC=C1)N(C)C)=O